C(C)(C)(C)OC(=O)N1CC(CCC1)(C1=CC=CC=C1)NC=1C2=C(N=CN1)C(=CC(=N2)Cl)C(N)=O 3-({8-carbamoyl-6-chloropyrido[3,2-d]pyrimidin-4-yl}amino)-3-phenylpiperidine-1-carboxylic acid tert-butyl ester